tert-butyl (2S)-4-{2-[7-fluoro-6-(methoxymethoxy)-2-methylindazol-5-yl]-4-(methylcarbamoyl)quinazolin-6-yl}-2-methylpiperazine-1-carboxylate FC1=C(C(=CC2=CN(N=C12)C)C1=NC2=CC=C(C=C2C(=N1)C(NC)=O)N1C[C@@H](N(CC1)C(=O)OC(C)(C)C)C)OCOC